(2,2-difluorobenzo[d][1,3]dioxol-4-yl)methanol FC1(OC2=C(O1)C=CC=C2CO)F